C[C@@H]1CN(C[C@@H](N1)C)C1=NC(=CN=C1)C(F)(F)F 2-[(3R,5S)-3,5-dimethylpiperazin-1-yl]-6-(trifluoromethyl)pyrazine